NC=1C(NC2=CC(=CN=C2C1C1=C2C=NNC2=CC=C1)C)=O 3-Amino-4-(1H-indazol-4-yl)-7-methyl-1H-1,5-naphthyridin-2-one